7-[3-({[tert-butyl(dimethyl)silyl]oxy}methyl)-5-(hydroxymethyl)-1-methyl-1H-pyrazol-4-yl]-3-[3-(1-naphthyloxy)propyl]-1H-indole-2-carboxylate [Si](C)(C)(C(C)(C)C)OCC1=NN(C(=C1C=1C=CC=C2C(=C(NC12)C(=O)[O-])CCCOC1=CC=CC2=CC=CC=C12)CO)C